CN1N=C(C=C1)C1=NC(=NC(=C1)N1C[C@@H](CC1)NC)N (R)-4-(1-methyl-1H-pyrazol-3-yl)-6-(3-(methylamino)pyrrolidin-1-yl)pyrimidin-2-amine